2-(2-(2-Aminoethylamino)ethylamino)ethanol NCCNCCNCCO